((1-methyl-5-(trifluoromethyl)-1H-pyrazole-3-carbonyl)oxy)cyclopropane-1-carboximidamide CN1N=C(C=C1C(F)(F)F)C(=O)OC1(CC1)C(N)=N